methyl 2-(5-(bromomethyl)-2-methoxyphenyl)acetate BrCC=1C=CC(=C(C1)CC(=O)OC)OC